ClC1=NC(=NC(=N1)C1=CC(=CC=C1)[Si](C1=CC=CC=C1)(C1=CC=CC=C1)C1=CC=CC=C1)C1=C(C(=C(C(=C1[2H])[2H])[2H])[2H])N1C2=C(C(=C(C(=C2C=2C(=C(C(=C(C12)[2H])[2H])[2H])[2H])[2H])[2H])[2H])[2H] (2-(4-chloro-6-(3-(triphenylsilyl)phenyl)-1,3,5-triazin-2-yl)phenyl-3,4,5,6-d4)-9H-carbazole-1,2,3,4,5,6,7,8-d8